6-bromo-4-fluoro-1-(tetrahydro-2H-pyran-2-yl)-1H-Indazole BrC1=CC(=C2C=NN(C2=C1)C1OCCCC1)F